[Si](C1=CC=CC=C1)(C1=CC=CC=C1)(C(C)(C)C)OC[C@@H](CCO)C=C (S)-3-(((TERT-BUTYLDIPHENYLSILYL)OXY)METHYL)PENT-4-EN-1-OL